3-(4-cyclopropyl-6-methoxypyrimidin-5-yl)-6-(4-(5-methyl-3-(trifluoromethyl)-1H-pyrazol-1-yl)benzyl)imidazo[1,5-a]pyrimidine C1(CC1)C1=NC=NC(=C1C=1C=NC=2N(C1)C(=NC2)CC2=CC=C(C=C2)N2N=C(C=C2C)C(F)(F)F)OC